((2s,3s,5r)-6-(butylamino)-3-hydroxy-1-(isopropylamino)-5-methyl-6-carbonylhexane-2-yl)-4-methoxy-3-(3-methoxypropoxy)benzamide C(CCC)NC([C@@H](C[C@@H]([C@H](CNC(C)C)C1=C(C(=O)N)C=CC(=C1OCCCOC)OC)O)C)=C=O